CO[C@H]1C[C@@H](N(C1)C(=O)OC(C)(C)C)C(=O)OC 1-(tert-butyl) 2-methyl (2R,4S)-4-methoxypyrrolidine-1,2-dicarboxylate